1-(2-oxobenzo[cd]indol-1(2H)-yl)dihydropyrimidine-2,4(1H,3H)-dione O=C1N(C2=CC=CC=3C2=C1C=CC3)N3C(NC(CC3)=O)=O